tert-butyl 4-methoxy-4-(4-(4-(4-(trifluoromethyl)phenyl)piperidine-1-carbonyl)phenyl)piperidine-1-carboxylate COC1(CCN(CC1)C(=O)OC(C)(C)C)C1=CC=C(C=C1)C(=O)N1CCC(CC1)C1=CC=C(C=C1)C(F)(F)F